C(C)(C)(C)OC(=O)N1C[C@H](OCC(C1)(F)F)CO (S)-6,6-difluoro-2-(hydroxymethyl)-1,4-oxazepane-4-carboxylic acid tert-butyl ester